bisphenol a phenyl-phosphate C1(=CC=CC=C1)OP(=O)(O)O.OC1=CC=C(C=C1)C(C)(C)C1=CC=C(C=C1)O